(S)-N-(5-((5-methyl-nitro-6-(1H-pyrazol-1-yl)pyridin-2-yl)amino)-2,3-dihydro-1H-inden-1-yl)acetamide CC=1C=C(C(=NC1N1N=CC=C1)NC=1C=C2CC[C@@H](C2=CC1)NC(C)=O)[N+](=O)[O-]